2-(bromomethyl)-3-chloro-6-iodobenzoate BrCC1=C(C(=O)[O-])C(=CC=C1Cl)I